CO[Si]1(CCCC1)OC dimethyloxy-silacyclopentane